C(#N)C=1C(C=2C(N(C(NC2N2C(CN(CC2C)C(=O)[O-])C)C(C)(C)C)C=2C(=NC=CC2C)C(C)C)=NC1C1=C(C=CC(=C1)C)F)=O 4-(6-cyano-7-(2-fluoro-5-methylphenyl)-1-(2-isopropyl-4-methylpyridin-3-yl)-2-tert-butyl oxo-1,2-dihydropyrido[2,3-d]pyrimidin-4-yl)-3,5-dimethylpiperazine-1-carboxylate